O=C1N(CCC2=CC=CC=C12)CC1=CC=NC=C1 1-oxo-2-(pyridin-4-ylmethyl)-1,2,3,4-tetrahydroisoquinoline